FC(OC=1C=C(C=CC1)N1C(=NC(=C1)C1=CC=CC=C1)SCC1=CC=C(C=C1)C(F)(F)F)F 1-(3-(Difluoromethoxy)phenyl)-4-phenyl-2-((4-(trifluoromethyl)benzyl)thio)-1H-imidazole